C(C1=CC=CC=C1)OC(CN(C1CCN(CC1)C)C(=O)OC(C)(C)C)=O.C(C)(C)=NS(=O)C(C)(C)C N-isopropylidene-tert-butyl-sulfinamide Benzyl-2-{[(tert-butoxy)carbonyl](1-methylpiperidin-4-yl)amino}acetate